6-(4-carbamoyl-4-methyl-1-piperidyl)-8-(2-chlorophenyl)-9-(4-chlorophenyl)-N,N-dimethyl-purine-2-carboxamide C(N)(=O)C1(CCN(CC1)C1=C2N=C(N(C2=NC(=N1)C(=O)N(C)C)C1=CC=C(C=C1)Cl)C1=C(C=CC=C1)Cl)C